C(C)(C)N1C(=NN2C(C1=O)=NC=C2C=2C=NNC2)C=2C=NN(C2)CCOC 3-Isopropyl-2-(1-(2-methoxyethyl)-1H-pyrazol-4-yl)-7-(1H-pyrazol-4-yl)imidazo[2,1-f][1,2,4]triazin-4(3H)-one